BrC1=CC=C(C=C1)NC(N(C=1SC=C(N1)C)CC1(CC1)CO[Si](C)(C)C(C)(C)C)=O 3-(4-bromophenyl)-1-((1-(((tert-butyldimethylsilyl)oxy)methyl)cyclopropyl)methyl)-1-(4-methylthiazol-2-yl)urea